(±)-6-{(cis-5-(4-methoxyphenyl)-1-propylazepan-4-yl)methoxy}-2,3-dihydro-1H-isoindol-1-one COC1=CC=C(C=C1)[C@@H]1[C@@H](CCN(CC1)CCC)COC1=CC=C2CNC(C2=C1)=O |r|